tert-Butyl 3-((4-(benzyloxy)-2-hydroxyphenyl)amino)-2,6-dioxopiperidine-1-carboxylate C(C1=CC=CC=C1)OC1=CC(=C(C=C1)NC1C(N(C(CC1)=O)C(=O)OC(C)(C)C)=O)O